CNC[C@H]1OC[C@H](C=2C=CC3=C(C12)OCO3)O (6S,9S)-9-((methylamino)methyl)-6,9-dihydro-7H-[1,3]dioxolo[4,5-H]isochromen-6-ol